C(C)[C@]1(C(OCC=2C(N3CC=4C(=NC=5C=C(C(=CC5C4CCC)O)F)C3=CC21)=O)=O)O (S)-4-ethyl-8-fluoro-4,9-dihydroxy-11-propyl-1,12-dihydro-14H-pyrano[3',4':6,7]indolizino[1,2-b]quinoline-3,14(4H)-dione